O[C@H](CNC=1N=C(C(=NC1C1=CC=CC=2N(C=NC21)C)C(=O)N)NC2=CC=C(C=C2)N2CCOCC2)C 5-[[(2S)-2-Hydroxypropyl]amino]-6-(1-methylbenzimidazol-4-yl)-3-(4-morpholinoanilino)pyrazin-2-carboxamid